(±)-N-(Benzo[c][1,2,5]oxadiazol-5-yl)-1-fluoro-6,7,8,9-tetrahydro-5H-5,8-epiminocyclohepta[c]pyridine-10-carboxamide N=1ON=C2C1C=CC(=C2)NC(=O)N2C1CCC2CC=2C(=NC=CC21)F